C1(=CC(=CC(=C1)C(C(=O)[O-])(C)C1=CC(=C(C=C1)C1=CC=CC=C1)F)C(C(=O)[O-])(C)C1=CC(=C(C=C1)C1=CC=CC=C1)F)C(C(=O)[O-])(C)C1=CC(=C(C=C1)C1=CC=CC=C1)F benzene-1,3,5-trisyltri(2-(2-fluoro-[1,1'-biphenyl]-4-yl) propionate)